tert-butyl 4-(2-bromo-5-ethyl-7-oxo-4-(2-oxo-2-((4-(trifluoromethyl)phenyl)amino)ethyl)-4,7-dihydro-[1,2,4]triazolo[1,5-a]pyrimidin-6-yl)piperazine-1-carboxylate BrC1=NN2C(N(C(=C(C2=O)N2CCN(CC2)C(=O)OC(C)(C)C)CC)CC(NC2=CC=C(C=C2)C(F)(F)F)=O)=N1